N-(Cyanomethyl)-1-(2-((2-methoxy-4-(piperidin-4-yl)phenyl)amino)pyrimidin-4-yl)-1H-pyrazole-4-carboxamide C(#N)CNC(=O)C=1C=NN(C1)C1=NC(=NC=C1)NC1=C(C=C(C=C1)C1CCNCC1)OC